3-(pyridin-4-yl)-1-((2-(trimethylsilyl)ethoxy)methyl)-1,5-dihydro-4H-pyrazolo[3,4-d]pyrimidin-4-one N1=CC=C(C=C1)C1=NN(C=2N=CNC(C21)=O)COCC[Si](C)(C)C